ClC=1C=C(C=CC1C#N)NC([C@@](CN1C=CC2=C(C=CC=C12)F)(C)O)=O (S)-N-(3-chloro-4-cyanophenyl)-3-(4-fluoro-1H-indol-1-yl)-2-hydroxy-2-methylpropanamide